ClC1=C(C=C2C=C(N=CC2=C1)NC(=O)C1CC(C1)OC(F)F)C1CCN(CC1)C1COC1 (1S,3S)-N-(7-chloro-6-(1-(oxetan-3-yl)piperidin-4-yl)isoquinolin-3-yl)-3-(difluoromethoxy)cyclobutane-1-carboxamide